PYRAZOLO-PYRIDIN-AMIDE N1N=C(C2=C1C=CC=N2)C(=O)N